C(=O)=O.[Zn].COC=1C=CC=C2C(=CNC12)C1(NC2=CC=CC=C2C1=O)C1=CC=CC=C1 2-(7-methoxy-1H-indol-3-yl)-2-phenyl-indol-3-one zinc compound with carbon dioxide